O[C@@H]([C@@H](C(=O)N)NC(=O)[C@H]1NCCC1)C (2S,3R)-3-hydroxy-2-({[(2S)-tetrahydro-1H-pyrrol-2-yl]carbonyl}amino)butanamide